2-(2,4-dioxo-7-{4-[3-(trifluoromethyl)phenoxy]phenyl}-2H-pyrido[2,3-e][1,3]oxazin-3(4H)-yl)acetic acid O=C1OC2=C(C(N1CC(=O)O)=O)N=CC(=C2)C2=CC=C(C=C2)OC2=CC(=CC=C2)C(F)(F)F